C1CNCC2COCC3=C(N21)C=CC(=N3)C(=O)N 1,2,3,4,4a,5-hexahydro-7H-pyrazino[2,1-c]pyrido[3,2-e][1,4]oxazepine-9-carboxamide